CN(C1=CC(=NC(=N1)N1C=NC=C1)C(=O)NC1CCC(CC1)OC)C 6-(dimethylamino)-2-(1H-imidazol-1-yl)-N-((1r,4r)-4-methoxycyclohexyl)pyrimidine-4-carbonylAmine